FC1=C2C[C@@H](NC2=CC(=C1N1CC(NS1(=O)=O)=O)O)CN(CC(C)C)C 5-[(2R)-4-fluoro-6-hydroxy-2-{[methyl(2-methylpropyl)amino]methyl}-2,3-dihydro-1H-indol-5-yl]-1λ6,2,5-thiadiazolidine-1,1,3-trione